N-(3-cyanobicyclo[1.1.1]pentan-1-yl)-2-((4-(N,N-dimethylsulfamoyl)phenyl)sulphonamido)-4-(trifluoromethyl)benzamide C(#N)C12CC(C1)(C2)NC(C2=C(C=C(C=C2)C(F)(F)F)NS(=O)(=O)C2=CC=C(C=C2)S(N(C)C)(=O)=O)=O